dimethyl-bis(2-hydroxyethyl)ammonium hydroxide [OH-].C[N+](CCO)(CCO)C